CCCCCCCCCCCC[N+](C)(C)CC(=O)[O-] N,N-dimethyl-N-dodecylglycine